trans-4-(((tert-butoxycarbonyl) amino) methyl)-4-fluorocyclohexyl methanesulfonate CS(=O)(=O)OC1CCC(CC1)(F)CNC(=O)OC(C)(C)C